N-((2S,3S)-2-ethyl-6-methyl-2,3-dihydrobenzofuran-3-yl)-2-oxo-6-(trifluoromethyl)-1,2-dihydropyridine-3-carboxamide C(C)[C@@H]1OC2=C([C@@H]1NC(=O)C=1C(NC(=CC1)C(F)(F)F)=O)C=CC(=C2)C